di-tert-butyl (6S,9R)-3-oxo-3,4,6,7,8,9-hexahydro-2H-6,9-epiminocyclohepta[e][1,2,4]triazine-2,10-dicarboxylate O=C1N(N=C2C(N1)=C[C@@H]1CC[C@H]2N1C(=O)OC(C)(C)C)C(=O)OC(C)(C)C